ClC1=CNC2=C(C=CC=C12)NS(=O)(=O)C=1C=C(C=CC1)C(NCCCOCCOCCOCCC[NH3+])=O 1-(3-(N-(3-chloro-1H-indol-7-yl)sulfamoyl)phenyl)-1-oxo-6,9,12-trioxa-2-azapentadecan-15-aminium